FC(C1=NN=C(O1)C1=CC(=C(CN(C=2C(C(C2N2CCN(CC2)C2COC2)=O)=O)C2=CC(=C(C=C2)F)F)C=C1)F)F 3-((4-(5-(difluoromethyl)-1,3,4-oxadiazol-2-yl)-2-fluorobenzyl)(3,4-difluorophenyl)amino)-4-(4-(oxetan-3-yl)piperazin-1-yl)cyclobut-3-ene-1,2-dione